tert-butyl (4-amino-2-hydroxycyclohexyl)carbamate NC1CC(C(CC1)NC(OC(C)(C)C)=O)O